2-(4-amino-6-(pyridin-4-yl)-9H-pyrimido[4,5-b]indol-9-yl)acetic acid NC1=NC=NC=2N(C3=CC=C(C=C3C21)C2=CC=NC=C2)CC(=O)O